(3R,4R)-4-(3,4-dihydroisoquinoline-2(1H)-yl)piperidin-3-ol C1N(CCC2=CC=CC=C12)[C@H]1[C@@H](CNCC1)O